NC1=NN2C(C=C(C=C2)C=2C=C(C(=NC2C)OC)C(=O)NCC2=NC=CC=C2OCC2CCCC2)=N1 5-{2-amino-[1,2,4]triazolo-[1,5-a]pyridin-7-yl}-N-{[3-(cyclopentylmethoxy)-pyridin-2-yl]methyl}-2-methoxy-6-methylpyridine-3-carboxamide